tri-(hydroxypropyl)amine OCCCN(CCCO)CCCO